FC1=CC(=C(OCC=2C=CC=C3C=CN=C(C23)OC)C=C1[N+](=O)[O-])OC 8-(4-fluoro-2-methoxy-5-nitrophenoxymethyl)-1-methoxyisoquinoline